(S)-3-((1-(7-bromo-4-(hydroxymethyl)quinolin-2-yl)pyrrolidin-2-yl)methoxy)propionic acid tert-butyl ester C(C)(C)(C)OC(CCOC[C@H]1N(CCC1)C1=NC2=CC(=CC=C2C(=C1)CO)Br)=O